tert-butylmethyl(2-methyl-1-(5-(2-((4-(trifluoromethyl)phenyl)amino)phenyl)-1,3,4-oxadiazol-2-yl)propan-2-yl)carbamate C(C)(C)(C)OC(N(C(CC=1OC(=NN1)C1=C(C=CC=C1)NC1=CC=C(C=C1)C(F)(F)F)(C)C)C)=O